NC1=NN(C=C1)C(C)C 3-amino-1-(propan-2-yl)-1H-pyrazole